m-{(1R,3R)-Dispiro[cyclohexane-1,3'-[1,2,4]trioxolane-5',2''-tricyclo[3.3.1.13,7]decan]-3-yl}phenyl acetate C(C)(=O)OC1=CC(=CC=C1)[C@H]1C[C@]2(OOC3(C4CC5CC(CC3C5)C4)O2)CCC1